CC1=C2C(C(=CN(C2=NC(=C1)N1CC(C1)C(NC1=NN(C(=C1)C)CCC)=O)C1=NC=NS1)C(=O)O)=O 5-methyl-7-{3-[(5-methyl-1-propyl-1H-pyrazol-3-yl)carbamoyl]azetidin-1-yl}-4-oxo-1-(1,2,4-thiadiazol-5-yl)-1,4-dihydro-1,8-naphthyridine-3-carboxylic acid